(2-(1-([1,3]dioxolo[4,5-g]quinazolin-8-yl)piperidin-4-yl)ethyl)phosphonic acid O1COC=2C1=CC=1C(=NC=NC1C2)N2CCC(CC2)CCP(O)(O)=O